N-(5-(3-cyano-4-(piperazin-1-yl)quinolin-6-yl)-2-methoxypyridine-3-yl)-2,6-difluorobenzenesulfonamide trifluoroacetate FC(C(=O)O)(F)F.C(#N)C=1C=NC2=CC=C(C=C2C1N1CCNCC1)C=1C=C(C(=NC1)OC)NS(=O)(=O)C1=C(C=CC=C1F)F